(R) or (S)-N'-((2-fluoro-3,5-diisopropylpyridin-4-yl)carbamoyl)-2-(2-hydroxypropan-2-yl)thiazole-5-sulfonimidamide FC1=NC=C(C(=C1C(C)C)NC(=O)N=[S@](=O)(N)C1=CN=C(S1)C(C)(C)O)C(C)C |o1:14|